(S)-N-(4-(4-(2-chloro-3-ethylphenyl)piperazin-1-yl)-3-fluorobutyl)-1H-indole-2-carboxamide ClC1=C(C=CC=C1CC)N1CCN(CC1)C[C@H](CCNC(=O)C=1NC2=CC=CC=C2C1)F